OC1=CC=C(C=C1)C1OC=2C(=CC=3CCN(CC3C2)[C@@H](CC)C2=CC=CC=C2)OC1 (8S)-3-(4-hydroxyphenyl)-7-((S)-1-phenylpropyl)-2,3,6,7,8,9-hexahydro-[1,4]dioxino[2,3-g]isoquinoline